CC1=CN(C(=O)NC1=O)[C@H]2C[C@@H]([C@H](O2)CO)OP(=O)(O)OC[C@@H]3[C@H](C[C@@H](O3)N4C=C(C(=O)NC4=O)C)OP(=O)(O)OC[C@@H]5[C@H](C[C@@H](O5)N6C=C(C(=O)NC6=O)C)OP(=O)(O)OC[C@@H]7[C@H](C[C@@H](O7)N8C=C(C(=O)NC8=O)C)OP(=O)(O)OC[C@@H]9[C@H](C[C@@H](O9)N1C=C(C(=O)NC1=O)C)OP(=O)(O)O The molecule is a single-stranded DNA oligonucleotide composed of five deoxythymidylic acid residues connected by 3'->5' phosphodiester linkages and terminated by a 3'-phosphate group.